N-[4-chloro-3-(1,4-oxazepan-3-yl)phenyl]methanesulfonamide methyl-2-(2-aminoethyl)-3-oxo-2,3-dihydro-1H-isoindole-5-carboxylate dihydrochloride Cl.Cl.COC(=O)C=1C=C2C(N(CC2=CC1)CCN)=O.ClC1=C(C=C(C=C1)NS(=O)(=O)C)C1COCCCN1